N1(C=NC=C1)C1=CC=CC=C1 4-(1H-imidazol-1-yl)benzene